rac-5-{2-[(2R,5S)-5-methyl-2-[5-(1H-pyrazol-1-yl)pyridin-3-yl]piperidin-1-yl]-2-oxoacetamido}pyridine-3-carboxamide C[C@H]1CC[C@@H](N(C1)C(C(=O)NC=1C=C(C=NC1)C(=O)N)=O)C=1C=NC=C(C1)N1N=CC=C1 |r|